N-(3-isopropenyl-α,α-dimethylbenzyl)aminocarbonyl-methionine C(=C)(C)C=1C=C(C(C)(C)NC(=O)N[C@@H](CCSC)C(=O)O)C=CC1